2-((2-chloro-6,7-dihydro-5H-cyclopenta[d]pyrimidin-4-yl)(methyl)amino)-N-(6-methoxypyridin-3-yl)acetamide ClC=1N=C(C2=C(N1)CCC2)N(CC(=O)NC=2C=NC(=CC2)OC)C